C[C@@H]1N(CC1)C1=NC(=CC(=N1)C=1C=CC(=NC1)OCC(=O)N1CCNCC1)C(F)(F)F (S)-2-((5-(2-(2-methylazetidin-1-yl)-6-(trifluoromethyl)pyrimidin-4-yl)pyridin-2-yl)oxy)-1-(piperazin-1-yl)ethan-1-one